F[C@@H]1[C@@H](CC[C@H](C1)NCC=1C=2N(C=CC1)C=CN2)NCC=2C=C1C=CC=NC1=CC2F (1R,2S,4R)-2-Fluoro-N1-((7-fluoroquinolin-6-yl)methyl)-N4-(imidazo[1,2-a]pyridin-8-ylmethyl)cyclohexane-1,4-diamine